ClC1=NC(=C2N=CN(C2=N1)CC(=O)C1=CC=C(C#N)C=C1)NN 4-(2-(2-Chloro-6-hydrazinyl-9H-purin-9-yl)acetyl)benzonitrile